[2H]C(CC)C=O butanal-D